(Z)-3-amino-3-(4-aminophenyl)sulfanyl-2-[2-(trifluoromethyl)phenyl]prop-2-enenitrile N/C(=C(/C#N)\C1=C(C=CC=C1)C(F)(F)F)/SC1=CC=C(C=C1)N